(S)-N-(1-(4-(benzylthio)phenylamino)-1-oxo-3-phenylprop-2-yl)-3-fluorobenzamide C(C1=CC=CC=C1)SC1=CC=C(C=C1)NC([C@H](CC1=CC=CC=C1)NC(C1=CC(=CC=C1)F)=O)=O